C(C)(C)(C)OC(N[C@@H]1CNC(C1)=O)=O N-[(3S)-5-oxopyrrolidin-3-yl]Carbamic acid tert-butyl ester